N2-(3-bromo-1-methyl-1H-indazol-6-yl)-N4-methyl-5-(trifluoromethyl)pyrimidine-2,4-diamine BrC1=NN(C2=CC(=CC=C12)NC1=NC=C(C(=N1)NC)C(F)(F)F)C